benzyl (3R)-4,4,4-trifluoro-3-hydroxybutanoate FC([C@@H](CC(=O)OCC1=CC=CC=C1)O)(F)F